isohexyl palmitate C(CCCCCCCCCCCCCCC)(=O)OCCCC(C)C